CC1=NN2C(N=C(C3=CC=CC=C23)NC2C[C@H]3CC[C@@H](C2)N3C)=C1 2-methyl-N-((1R,3R,5S)-8-methyl-8-azabicyclo[3.2.1]octan-3-yl)pyrazolo[1,5-a]quinazolin-5-amine